4-(bis(4-(diethylamino)phenyl)methyl)-6-hydroxybenzene C(C)N(C1=CC=C(C=C1)C(C1=CC=CC(=C1)O)C1=CC=C(C=C1)N(CC)CC)CC